OCCS(=O)(=O)NC1=CC(=C(C(=O)NC=2C(N(C=CC2)N2C[C@H](CC2)C(F)(F)F)=O)C=C1)N1CCC2(CC2)CC1 (S)-4-((2-hydroxyethyl)sulfonamido)-N-(2-oxo-1-(3-(trifluoromethyl)pyrrolidin-1-yl)-1,2-dihydropyridin-3-yl)-2-(6-azaspiro[2.5]octan-6-yl)benzamide